1,3-dipyrazolylbenzene N1N=C(C=C1)C1=CC(=CC=C1)C1=NNC=C1